C1(CC1)C1=NN(C=2N=C(NC(C21)=O)CC2=NC=C(C=C2)F)[C@H](CC)C=2C=NC(=CC2)C(F)(F)F 3-Cyclopropyl-6-[(5-Fluoropyridin-2-Yl)Methyl]-1-[(1R)-1-[6-(Trifluoromethyl)Pyridin-3-Yl]Propyl]-1H,4H,5H-Pyrazolo[3,4-d]Pyrimidin-4-One